2-chloro-4-fluoro-1-isothiocyanatobenzene ClC1=C(C=CC(=C1)F)N=C=S